C(C)(C)[C@@H]1N(C[C@H](CC1)C)C(C(=O)N)=O |r| rac-2-((2R,5S)-2-isopropyl-5-methylpiperidin-1-yl)-2-oxoacetamide